NC=1N=C(SC1C(C1=CC=C(C=C1)OC)=O)N(C1=CC=C(C=C1)Cl)[C@@H](C(=O)N)C (R)-2-(N-[4-amino-5-(4-methoxybenzoyl)thiazol-2-yl]-4-chloro-anilino)propionamide